C(C)(=O)OC1=C(C(=CC(=C1)CCCCC)OC(C)=O)C1=C(C=CC=C1)C(=C)C [3-acetoxy-2-(2-isopropenylphenyl)-5-pentyl-phenyl] acetate